BrC=1C=C(C=CC1F)NC(=NO)C1=NON=C1NCCCS(=O)(=O)C1CC1 N-(3-bromo-4-fluorophenyl)-N'-hydroxy-4-((3-(cyclopropylsulfonyl)propyl)amino)-1,2,5-oxadiazole-3-carboxamidine